2-(1,3-dimethyl-1H-pyrazol-4-yl)-N-(5-(1-isopropylazetidine-3-carboxamido)-2-methylpyridin-3-yl)pyrazolo[5,1-b]thiazole-7-carboxamide CN1N=C(C(=C1)C1=CN2C(S1)=C(C=N2)C(=O)NC=2C(=NC=C(C2)NC(=O)C2CN(C2)C(C)C)C)C